2-((4-(2,6-diazaspiro[3.3]heptan-2-yl)pyrimidin-5-yl)oxy)-5-fluoro-N,N-diisopropylbenzamide C1N(CC12CNC2)C2=NC=NC=C2OC2=C(C(=O)N(C(C)C)C(C)C)C=C(C=C2)F